FC1=C(C=CC(=C1C)F)B1OC(C(O1)(C)C)(C)C 2-(2,4-difluoro-3-methylphenyl)-4,4,5,5-tetramethyl-1,3,2-dioxaborolane